2-methylbenzene cyanide (trifluoroacetate) FC(C(=O)[O-])(F)F.[C-]#N.CC1=CC=CC=C1